FC1=C(C=C(C=N1)NC1CCN(CC1)C)C#C[Si](C)(C)C 6-fluoro-N-(1-methylpiperidin-4-yl)-5-((trimethylsilyl)ethynyl)pyridin-3-amine